tri(p-n-octylphenyl)phosphine tert-butyl-rac-(4S)-4-methyl-2-oxo-piperidine-1-carboxylate C(C)(C)(C)OC(=O)N1C(C[C@H](CC1)C)=O.C(CCCCCCC)C1=CC=C(C=C1)P(C1=CC=C(C=C1)CCCCCCCC)C1=CC=C(C=C1)CCCCCCCC |r|